O1CCN(CC1)C1=C2C=C(NC2=NC=N1)C1=CC=C(C=C1)NC=1C=NC(=NC1)N1CCC(CC1)NC(C=C)=O N-(1-{5-[p-(4-morpholino-1H-1,5,7-triazainden-2-yl)phenylamino]-2-pyrimidinyl}-4-piperidyl)acrylamide